3,3'-diethyl-4,4'-methylenedianiline C(C)C=1C=C(N)C=CC1CC1=C(C=C(N)C=C1)CC